1-(4-aminomethyl-benzyl)-2-butyl-1H-imidazo[4,5-c]quinoline-4-amine NCC1=CC=C(CN2C(=NC=3C(=NC=4C=CC=CC4C32)N)CCCC)C=C1